8-(4-(2-(methylsulfonyl)vinyl)phenyl)-2,6-diphenylimidazo[1,2-a]pyridine CS(=O)(=O)C=CC1=CC=C(C=C1)C=1C=2N(C=C(C1)C1=CC=CC=C1)C=C(N2)C2=CC=CC=C2